methyl trans-4-[(4-methoxybenzyl)amino]cyclohexanecarboxylate COC1=CC=C(CN[C@@H]2CC[C@H](CC2)C(=O)OC)C=C1